O(S(=O)(=O)C(F)(F)F)C1=NC(=NC=2C=C(CCC12)C1=CC=CC2=CC=CC=C12)SC 2-(methylthio)-7-(naphthalen-1-yl)-5,6-dihydroquinazolin-4-yl triflate